cysteic acid, succinimidyl ester N[C@@H](CS(=O)(O)=O)C(=O)ON1C(CCC1=O)=O